FC(C1=CC=C(C=C1)N1C2=CC=CC=C2C=2C=CC=CC12)(F)F 9-(4-trifluoromethylphenyl)-9H-carbazole